tert-butyl trans-2-[(benzyloxy)methyl]-3-{[(2S)-1-methoxy-3-methyl-1-oxobutan-2-yl](methyl)carbamoyl}pyrrolidine-1-carboxylate C(C1=CC=CC=C1)OC[C@@H]1N(CC[C@H]1C(N(C)[C@H](C(=O)OC)C(C)C)=O)C(=O)OC(C)(C)C